Cl.Cl.N1N=CC2=C(C=CC=C12)C[C@@H](C)N (R)-1-(1H-indazol-4-yl)propan-2-amine dihydrochloride salt